FC(C(=O)O)(F)F.FC(C(=O)O)(F)F.FC(C(=O)O)(F)F.C(CCC)NC=1N=CC2=C(N(C(C=3C=C(C=CC23)CN2CCN(CC2)C)=O)[C@@H]2CC[C@H](CC2)C(=O)N(C)C)N1 trans-4-(3-(Butylamino)-8-((4-methylpiperazin-1-yl)methyl)-6-oxopyrimido[4,5-c]isoquinolin-5(6H)-yl)-N,N-dimethylcyclohexane-1-carboxamide TrisTrifluoroacetic Acid Salt